N-ethyl-N-{2-[4-(6-fluoro-1,2-benzisoxazol-3-yl)piperidin-1-yl]ethyl}-3-hydroxypropionamide hydrobromide Br.C(C)N(C(CCO)=O)CCN1CCC(CC1)C1=NOC2=C1C=CC(=C2)F